C(C)N1CCC(C2CCCCC12)CC 1,4-diethyl-decahydroquinoline